di-propyl maleate C(\C=C/C(=O)OCCC)(=O)OCCC